O=C(CCC(=O)C1=CC2=C(N(C(=N2)[C@H]2N(CCC2)C(=O)OC(C)(C)C)COCC[Si](C)(C)C)C=C1F)C1=CC2=C(N(C(=N2)[C@H]2N(CCC2)C(=O)OC(C)(C)C)COCC[Si](C)(C)C)C=C1F di-tert-butyl (2S,2'S)-2,2'-[(1,4-dioxobutane-1,4-diyl)bis(6-fluoro-1-{[2-(trimethylsilyl)ethoxy]methyl}-1H-benzimidazole-5,2-diyl)]dipyrrolidine-1-carboxylate